CC(C(C)(O)O)(C)C 3,3-dimethylbutane-2,2-diol